ClC1=CN=CC(=N1)N1C[C@@H](OCC1)C(=O)N1[C@H](C2=C(C=C(C=C2CC1)Cl)Cl)C ((R)-4-(6-chloropyrazin-2-yl)morpholin-2-yl)((S)-6,8-dichloro-1-methyl-3,4-dihydroisoquinolin-2(1H)-yl)methanone